sodium tetrahydridoborate [BH4-].[Na+]